C(C)C1=C2C(=CC(=CC2=CC=C1F)O)C1=C(C=2N=C(N=C(C2C=N1)N1[C@H](CCC1)CO)OC[C@]12CCCN2C[C@@H](C1)F)F 5-Ethyl-6-fluoro-4-(8-fluoro-2-(((2R,7aS)-2-fluorotetrahydro-1H-pyrrolizin-7a(5H)-yl)methoxy)-4-((R)-2-(hydroxymethyl)pyrrolidin-1-yl)pyrido[4,3-d]pyrimidin-7-yl)naphthalen-2-ol